N-Cyclopropyl-2-[3-[(trans)-2-[5-(diethylaminomethyl)-2-pyridinyl]vinyl]-1-tetrahydropyran-2-ylindazol-6-yl]sulfanyl-4-fluoro-benzamide C1(CC1)NC(C1=C(C=C(C=C1)F)SC1=CC=C2C(=NN(C2=C1)C1OCCCC1)\C=C\C1=NC=C(C=C1)CN(CC)CC)=O